((5-bromo-4-fluoro-1H-indazol-1-yl)methyl)cyclopropane-1-carbonitrile BrC=1C(=C2C=NN(C2=CC1)CC1(CC1)C#N)F